N-(3-(3,5-dimethylisoxazol-4-yl)-4-((1-ethylazetidin-3-yl)oxy)phenyl)cyclopropanecarboxamide CC1=NOC(=C1C=1C=C(C=CC1OC1CN(C1)CC)NC(=O)C1CC1)C